2-ethoxy-5-methyl-6-(3-(trifluoromethyl)-7,8-dihydro-1,6-naphthyridin-6(5H)-yl)nicotinonitrile C(C)OC1=C(C#N)C=C(C(=N1)N1CC=2C=C(C=NC2CC1)C(F)(F)F)C